methyl 2,5-dichloroquinoline-3-carboxylate ClC1=NC2=CC=CC(=C2C=C1C(=O)OC)Cl